6-fluoro-tryptophan FC=1C=C2NC=C(C[C@H](N)C(=O)O)C2=CC1